tert-butyl (S)-2-(4-bromo-2-(hex-5-en-1-yloxy) phenyl)-4-oxopiperidine-1-carboxylate BrC1=CC(=C(C=C1)[C@H]1N(CCC(C1)=O)C(=O)OC(C)(C)C)OCCCCC=C